CC1=NC(=CC=C1C1OCCC(C1)CC(=O)OCC)C=1N=NN(C1CN1C(C=CC(=C1)CCC)=O)C ethyl 2-[2-(2-methyl-6-{1-methyl-5-[(2-oxo-5-propyl-1,2-dihydropyridin-1-yl)methyl]-1H-1,2,3-triazol-4-yl}pyridin-3-yl)oxan-4-yl]acetate